BrC1=CC2=C(N=C(S2)NC=2C=C(C(=O)N[C@@H]3CNCC3)C=CN2)C=C1 (S)-2-((6-bromobenzo[d]thiazol-2-yl)amino)-N-(pyrrolidin-3-yl)isonicotinamide